C(C)C=1NC=C(N1)C L-2-ethyl-4-methylimidazole